N[C@H]1CN(C[C@@H](C1)F)C(=O)C1=CC2=C(N(C(=N2)C2=CC=3C=4N2CCN(C4C=CC3)CCCO)C)C(=C1)OC ((3R,5R)-3-amino-5-fluoropiperidin-1-yl)(2-(1-(3-hydroxypropyl)-2,3-dihydro-1H-pyrrolo[1,2,3-de]quinoxalin-5-yl)-7-methoxy-1-methyl-1H-benzo[d]imidazol-5-yl)methanone